Tert-butyl (2-(2-(2-(2-(4,5-bis(chloromethyl)-1H-1,2,3-triazol-1-yl)ethoxy)ethoxy)ethoxy)ethyl)carbamate ClCC=1N=NN(C1CCl)CCOCCOCCOCCNC(OC(C)(C)C)=O